3,5-dinitro-2-acetaminothiophene [N+](=O)([O-])C1=C(SC(=C1)[N+](=O)[O-])NC(=O)C